C1(CCCC1)N1CC(CCC1)C(=O)C1=CC2=CC=C(C=C2C=C1)C (1-Cyclopentylpiperidin-3-yl)(6-methylnaphthalen-2-yl)methanone